N4-(bicyclo[1.1.1]pentan-1-yl)-N-(4-((2-(dimethylamino)ethyl)(methyl)amino)-2-methoxy-5-nitrophenyl)-1-((2-(trimethylsilyl)ethoxy)methyl)-1H-pyrazolo[3,4-d]pyrimidine-4,6-diamine C12(CC(C1)C2)N(C2=C1C(=NC(=N2)N)N(N=C1)COCC[Si](C)(C)C)C1=C(C=C(C(=C1)[N+](=O)[O-])N(C)CCN(C)C)OC